ClC1=CC=C(C(=N1)C=1C=CC(=NC1)C(=O)NC)NC(C)C=1C=2C3=C(N(C(C2C=C(C1)C)=O)C)N(N=C3)CCO 5-[6-chloro-3-[1-[3-(2-hydroxyethyl)-4,7-dimethyl-5-oxo-pyrazolo[3,4-c]isoquinolin-9-yl]ethylamino]-2-pyridyl]-N-methyl-pyridine-2-carboxamide